COC1=C(NCC#CC=2C=C(C3=C(N(C=N3)CC(F)(F)F)C2)C(=O)N)C=CC(=C1)S(=O)(=O)C 6-[3-(2-methoxy-4-methyl-sulfonyl-anilino)prop-1-ynyl]-1-(2,2,2-trifluoroethyl)benzimidazole-4-carboxamide